N-(4-(5-(difluoromethyl)-1,3,4-oxadiazol-2-yl)benzyl)-N-(3-fluorophenyl)-6-isopropyl-2,6-diazaspiro[3.3]heptane-2-thioamide FC(C1=NN=C(O1)C1=CC=C(CN(C(=S)N2CC3(C2)CN(C3)C(C)C)C3=CC(=CC=C3)F)C=C1)F